CNC(=S)N/N=C/C1=NC=CC2=C(C=CC=C12)NC (E)-N-Methyl-2-((5-(methylamino)isoquinolin-1-yl)methylene)hydrazine-1-carbothioamide